(S)-methyl 2-((4-(6-((5-acetylthiophen-2-yl)methoxy)pyridin-2-yl)piperidin-1-yl)methyl)-1-(oxetan-2-ylmethyl)-1H-benzo[d]imidazole-6-carboxylate C(C)(=O)C1=CC=C(S1)COC1=CC=CC(=N1)C1CCN(CC1)CC1=NC2=C(N1C[C@H]1OCC1)C=C(C=C2)C(=O)OC